O=C1N(CCC(N1)=O)C1=C(C=C(C=C1)N1CCN(CC1)C1CC2(C1)CCN(CC2)C=2C=NC(=NC2)C2=NOC(=C2)C(=O)OC(C)(C)C)F tert-butyl 3-(5-(2-(4-(4-(2,4-dioxotetrahydropyrimidin-1(2H)-yl)-3-fluorophenyl)piperazin-1-yl)-7-azaspiro[3.5]nonan-7-yl)pyrimidin-2-yl)isoxazole-5-carboxylate